ClC=1C=C2C(=CC(=NC2=CC1)C(F)(F)F)N[C@@H]1C[C@@H](CCC1)NC(=O)C=1C(=NN(C1)CC(C)(C)O)C(F)F N-[(1R,3S)-3-{[6-chloro-2-(trifluoromethyl)quinolin-4-yl]amino}cyclohexyl]-3-(difluoromethyl)-1-(2-hydroxy-2-methylpropyl)-1H-pyrazole-4-carboxamide